C(CS)(=O)OCCCCOC(CS)=O 1,4-Butandiol-bis(thio glycolat)